ICC(CC(=O)O)CCC 3-iodomethylhexanoic acid